O.[K+].[K+].P(=O)([O-])([O-])O[C@@H]1[C@H](O)[C@@H](O)[C@H](O)[C@H](O1)CO alpha-D-glucose 1-phosphate dipotassium salt hydrate